CN(C)CC=1C=C(CC2=C(C(=O)N)C=CC=C2)C=CC1 (3-((dimethylamino)methyl)benzyl)benzamide